(R)-3-((6-Fluoroquinolin-4-yl)amino)pyrrolidine-1-carboxylic acid tert-butyl ester C(C)(C)(C)OC(=O)N1C[C@@H](CC1)NC1=CC=NC2=CC=C(C=C12)F